1-(5-bromo-3-pyridyl)-3-(trifluoromethyl)-4,5,6,7-tetrahydroindazole-7-carboxylic acid BrC=1C=C(C=NC1)N1N=C(C=2CCCC(C12)C(=O)O)C(F)(F)F